6-methoxy-N-(1-methyl-2-oxo-1,2-dihydropyridin-3-yl)-2-(4-(pyridazin-3-yl)cyclohexyl)-2H-pyrazole-5-carboxamide COC1CC(CCC1N1N=C(C=C1)C(=O)NC=1C(N(C=CC1)C)=O)C=1N=NC=CC1